methyl acetate (ethyl formate) C(C)C(=O)O.C(C)(=O)OC